CN1CC(CCC1)NC(=O)C1=CC(=CC=2N(C=NC21)CC(F)(F)F)C#CCNC=2C(OC)=CC=C(C2)S(=O)(=O)C N-(1-methyl-3-piperidyl)-6-[3-(4-mesyl-2-anisidino)-1-propynyl]-1-(2,2,2-trifluoroethyl)-1H-benzo[d]imidazole-4-carboxamide